(2R,3R,3aS,6S,6aR)-6-((2-amino-3-chloroquinolin-7-yl)methyl)-2-(4-amino-5-fluoro-7H-pyrrolo[2,3-d]pyrimidin-7-yl)hexahydro-3aH-cyclopenta[b]furan-3,3a-diol NC1=NC2=CC(=CC=C2C=C1Cl)C[C@@H]1CC[C@]2([C@@H]1O[C@H]([C@@H]2O)N2C=C(C1=C2N=CN=C1N)F)O